FC1=C(C=CC=C1)C1=CN(C=2N=CN=C(C21)N2C[C@@H](N(C[C@H]2C)C(C(C)C)=O)C)S(=O)(=O)C2=CC=C(C)C=C2 1-((2S,5R)-4-(5-(2-fluorophenyl)-7-tosyl-7H-pyrrolo[2,3-d]pyrimidin-4-yl)-2,5-dimethylpiperazin-1-yl)-2-methylpropan-1-one